CN(C1=CC(=C(\C=N\NC(=O)C=2OC=CC2)C=C1)O)C (E)-N'-(4-(dimethylamino)-2-hydroxybenzylidene)furan-2-carbohydrazide